Cl.CC1=CC(=NC=C1)N1CCNCC1 1-(4-methylpyridin-2-yl)piperazine hydrochloride